FC=1C=C(C=C(C1)F)C=1C2=C(N=CN1)N(C=C2)COCC[Si](C)(C)C 4-(3,5-difluorophenyl)-7-((2-(trimethylsilyl)ethoxy)methyl)-7H-pyrrolo[2,3-d]Pyrimidine